(1S,3R)-3-[2-(2-fluorophenyl)-6-(triazol-2-yl)imidazo[4,5-c]pyridin-1-yl]cyclohexanamine FC1=C(C=CC=C1)C=1N(C2=C(C=NC(=C2)N2N=CC=N2)N1)[C@H]1C[C@H](CCC1)N